(4S,4aS,5aR,12aS)-4,7-bis(dimethylamino)-9-(2,2-dimethylpropylaminomethyl)-3,10,12,12a-tetrahydroxy-1,11-dioxo-1,4,4a,5,5a,6,11,12a-octahydrotetracene-2-carboxamide CN([C@@H]1C(=C(C([C@]2(C(=C3C(C4=C(C(=CC(=C4C[C@H]3C[C@@H]12)N(C)C)CNCC(C)(C)C)O)=O)O)O)=O)C(=O)N)O)C